CN(CCC=1C(=C(C=C(C1NC1=NC=CC(=N1)C1=CNC2=CC=CC=C12)OC)NC)[N+](=O)[O-])C [2-(dimethylamino)ethyl]-N4-[4-(1H-indol-3-yl)pyrimidin-2-yl]-5-methoxy-N1-methyl-2-nitrobenzene-1,4-diamine